CC1C(C1)C(=O)N 2-methyl-cyclopropanecarboxamide